1-[(1r,3R,5S,7r)-3,5-dimethyladamantan-1-yl]-3-{4-[4-(2-methylbutyryl)piperazine-1-carbonyl]phenyl}urea C[C@]12CC3(CC(C[C@@](C1)(C3)C)C2)NC(=O)NC2=CC=C(C=C2)C(=O)N2CCN(CC2)C(C(CC)C)=O